2-(5-methylhexanoyl)-5-{[2-(5-methylhexanoyl)-1,3-dioxo-2,3-dihydro-1H-inden-5-yl]oxy}-2,3-dihydro-1H-indene-1,3-dione CC(CCCC(=O)C1C(C2=CC=C(C=C2C1=O)OC=1C=C2C(C(C(C2=CC1)=O)C(CCCC(C)C)=O)=O)=O)C